Cl.CNC[C@H]1OCCC2=C(C=CC=C12)C1=CC=C(C#N)C=C1 (S)-4-(1-((methylamino)methyl)isochroman-5-yl)benzonitrile hydrochloride